CC(C)(C)S(=O)N=CC1=C(C=CC=C1)OC(F)(F)F 2-methyl-N-(2-(trifluoromethoxy)benzylidene)propane-2-sulfinamide